NC=1C=C(C=C(C1)C(F)(F)F)[C@@H](C)NC=1C2=C(N=C(N1)NC)C=NC(=C2)N2CC(OCC2)=O 4-(4-((R)-1-(3-amino-5-(trifluoromethyl)phenyl)ethylamino)-2-(methylamino)pyrido[3,4-d]pyrimidin-6-yl)morpholin-2-one